1-[(3R)-3-aminopyrrolidin-1-yl]ethanone N[C@H]1CN(CC1)C(C)=O